C1(CCCCC1)C[C@H](C(=O)N1CC([C@](CC1)(O)CN1C=C(C(=CC1=O)C1=C(C=CC=C1)F)C(=O)O)(C)C)C 1-(((S)-1-((R)-3-cyclohexyl-2-methylpropanoyl)-4-hydroxy-3,3-dimethylpiperidin-4-yl)methyl)-4-(2-fluorophenyl)-6-oxo-1,6-dihydropyridine-3-carboxylic acid